3-(3-(2,6-dioxopiperidin-3-yl)-2-methylquinolin-7-yl)acrylic acid O=C1NC(CCC1C=1C(=NC2=CC(=CC=C2C1)C=CC(=O)O)C)=O